tetrahydropyridin-3-ol N1CC(CC=C1)O